(S)-3-chloro-4-(4-(4,4-difluoropiperidine-1-carbonyl)-2-(5-(2-hydroxypropan-2-yl)-1,3,4-oxadiazol-2-yl)thiazol-5-yl)-2-fluoro-N-(1,1,1-trifluorobutan-2-yl)benzenesulfonamide ClC=1C(=C(C=CC1C1=C(N=C(S1)C=1OC(=NN1)C(C)(C)O)C(=O)N1CCC(CC1)(F)F)S(=O)(=O)N[C@H](C(F)(F)F)CC)F